3-(5-(((1S,2S)-2-(benzyloxy)cyclohexyl)amino)-1-oxoisoindolin-2-yl)piperidine-2,6-dione C(C1=CC=CC=C1)O[C@@H]1[C@H](CCCC1)NC=1C=C2CN(C(C2=CC1)=O)C1C(NC(CC1)=O)=O